4-(3-amino-1H-pyrazol-5-yl)-N-[2-(trifluoromethyl)benzyl]benzamide NC1=NNC(=C1)C1=CC=C(C(=O)NCC2=C(C=CC=C2)C(F)(F)F)C=C1